N(N)C1=NC(=NC=C1)C(F)(F)F 4-hydrazinyl-2-(trifluoromethyl)pyrimidine